benzyl (3S)-4-[[1-[(4-fluoro-4-piperidinyl) methyl]-4-piperidinyl] methyl]-3-methyl-piperazine-1-carboxylate FC1(CCNCC1)CN1CCC(CC1)CN1[C@H](CN(CC1)C(=O)OCC1=CC=CC=C1)C